8-(5-bromo-3,4-dihydro-2H-quinolin-1-yl)-3-methyl-2,4,5,7,10-pentazatricyclo[7.4.0.02,6]trideca-1(13),3,5,7,9,11-hexaene BrC1=C2CCCN(C2=CC=C1)C1=NC2=NN=C(N2C2=CC=CN=C12)C